N-((S)-1-(3-chlorophenyl)-2-hydroxy-ethyl)-1-(5-methyl-2-(((S)-tetra-hydrofuran-3-yl)amino)pyrimidin-4-yl)-1H-pyrrole-3-carboxamide ClC=1C=C(C=CC1)[C@@H](CO)NC(=O)C1=CN(C=C1)C1=NC(=NC=C1C)N[C@@H]1COCC1